N,N-di-n-hexyl-fumaric acid amide C(CCCCC)N(C(\C=C\C(=O)O)=O)CCCCCC